(1S,2R,3S,4R)-4-(6-((2-chloro-methyl-benzyl)amino)-2-(5-chloropyridin-3-yl)-9H-purin-9-yl)-2,3-dihydroxyl-N-meth-ylcyclopentaneformamide ClC1=C(C(C)NC2=C3N=CN(C3=NC(=N2)C=2C=NC=C(C2)Cl)[C@H]2[C@@H]([C@@H]([C@H](C2)C(=O)NC)O)O)C=CC=C1